6-[8-(1,3-benzothiazol-2-ylcarbamoyl)-3,4-dihydroisoquinolin-2(1H)-yl]-3-(1-(5-methoxy-3,7-dimethyltricyclo[3.3.1.13,7]dec-1-yl)-5-methyl-1H-pyrazol-4-yl)picolinate S1C(=NC2=C1C=CC=C2)NC(=O)C=2C=CC=C1CCN(CC21)C2=CC=C(C(=N2)C(=O)[O-])C=2C=NN(C2C)C21CC3(CC(CC(C2)(C3)C)(C1)OC)C